CCCCCC(C)N Heptane-6-amine